1-(8-methylimidazo[1,5-a]pyridin-3-yl)propan-2-amine CC=1C=2N(C=CC1)C(=NC2)CC(C)N